1-(1-(4-((3aR,5r,6aS)-2-(Cyclopropylmethyl)octahydrocyclopenta[c]pyrrol-5-yl)benzyl)-1H-indol-5-yl)-5-methyl-1H-pyrazol-3-carboxamid C1(CC1)CN1C[C@@H]2[C@H](C1)CC(C2)C2=CC=C(CN1C=CC3=CC(=CC=C13)N1N=C(C=C1C)C(=O)N)C=C2